O=C(CCCCCCCN(CCCCCCCC(=O)OCCC(CCCCC)CCCCC)CCCCC=1SC=CN1)O[C@@H]1[C@]2(CC[C@@H](C1)C2(C)C)C 3-pentyloctyl 8-((8-oxo-8-(((1S,2S,4S)-1,7,7-trimethylbicyclo[2.2.1]heptan-2-yl)oxy)octyl)(4-(thiazol-2-yl)butyl)amino)octanoate